ethyl-propan-2-amine hydrochloride Cl.C(C)CC(C)N